[1-[[3-fluoro-5-[(6-fluoro-3-hydroxy-2,2-dimethyl-chroman-4-yl)carbamoyl]phenyl]methyl]-4,4-dimethyl-6-oxo-hexahydropyrimidin-2-ylidene]ammonium FC=1C=C(C=C(C1)C(NC1C(C(OC2=CC=C(C=C12)F)(C)C)O)=O)CN1C(NC(CC1=O)(C)C)=[NH2+]